SC1=C(C(=O)O)C=CC(=C1)C(=O)O sulfhydryl-terephthalic acid